CN1[C@@H](CCC1)CCO (S)-2-(1-methylpyrrolidin-2-yl)ethan-1-ol